(3-Cyclobutoxyprop-1-yn-1-yl)-7-(4-fluorobenzyl)-1-(2-hydroxyethyl)-3-methyl-3,7-dihydro-1H-purine-2,6-dione C1(CCC1)OCC#CC1=NC=2N(C(N(C(C2N1CC1=CC=C(C=C1)F)=O)CCO)=O)C